((2S,3R,6R)-2,6-Dimethyl-3-(((5-(trifluoromethyl)pyridin-2-yl)amino)methyl-d2)morpholino)(6-methyl-3-(pyrimidin-2-yl)pyridin-2-yl)methanone C[C@@H]1O[C@@H](CN([C@@H]1C([2H])([2H])NC1=NC=C(C=C1)C(F)(F)F)C(=O)C1=NC(=CC=C1C1=NC=CC=N1)C)C